ClC1=C(C(=CC=C1)F)C1=N[C@H](C2=NN=C(N2C=2SC=3CC(CC3C12)C(=O)OCC)C)C ethyl (7S)-9-(2-chloro-6-fluoro-phenyl)-3,7-dimethyl-16-thia-2,4,5,8-tetrazatetracyclo[8.6.0.02,6.011,15]hexadeca-1(10),3,5,8,11(15)-pentaene-13-carboxylate